C[C@H]1N(CCOC1)C1=CC(=C2C(=N1)C(=NS2)C2=CC(=NN2C2OCCCC2)C)N2N=NC=C2C(F)(F)F (3R)-3-methyl-4-{3-[3-methyl-1-(oxan-2-yl)-1H-pyrazol-5-yl]-7-[5-(trifluoromethyl)-1H-1,2,3-triazol-1-yl]-[1,2]thiazolo[4,5-b]pyridin-5-yl}morpholine